CC1=C(/C=C/C2=NNC3=CC(=CC=C23)C2=NC(=NC=C2)N)C=CC(=C1)CN1CCN(CC1)C trans-4-(3-(2-methyl-4-((4-methylpiperazin-1-yl)methyl)styryl)-1H-indazol-6-yl)pyrimidin-2-amine